ClC1=CC(=C(C=C1)NC1=C(C(=O)OC)C=C(C(=C1)F)F)C=O methyl 2-((4-chloro-2-formylphenyl)amino)-4,5-difluorobenzoate